tert-butyl (2-acetyl-4-methyl-5-oxo-5,6,7,8-tetrahydro-4H-pyrazolo[1,5-a][1,3]diazepin-6-yl)carbamate C(C)(=O)C1=NN2C(N(C(C(CC2)NC(OC(C)(C)C)=O)=O)C)=C1